C(C)(C)(C)OC(=O)NC(=O)OC(C)(C)C bis(tertbutoxycarbonyl)amine